4-((3-chloro-2-fluorophenyl)amino)quinazolin-6-ol ClC=1C(=C(C=CC1)NC1=NC=NC2=CC=C(C=C12)O)F